4-((5-(4'-bromo-[1,1'-biphenyl]-4-yl)-1H-pyrazol-3-yl)amino)phenol BrC1=CC=C(C=C1)C1=CC=C(C=C1)C1=CC(=NN1)NC1=CC=C(C=C1)O